ClC1=CC(=C(C=C1F)N(S(=O)(=O)C1=CN(C2=CC(=CC=C12)OC)S(=O)(=O)C1=CC=CC=C1)COC)F N-(4-chloro-2,5-difluorophenyl)-6-methoxy-N-(methoxymethyl)-1-(phenylsulfonyl)-1H-indole-3-sulfonamide